(E)-4-benzylidene-5-methyl-2-phenyl-2,4-dihydro-3H-pyrazol-3-one C(/C1=CC=CC=C1)=C/1\C(N(N=C1C)C1=CC=CC=C1)=O